ClC1=C(C=C(C=C1)NC1=NC=C(C(=N1)NN1C(OC2=C1C=CC=C2)=O)C)OC [2-(4-chloro-3-methoxy-phenylamino)-5-methyl-pyrimidin-4-ylamino]-3H-benzooxazol-2-one